Dimethyl-octynediol CC(C#CC(O)(O)C)CCCC